NC1=CC=CC(=N1)S(=O)(=O)NC(=O)C=1C(=NC(=CC1)C1=CC(=CC(=C1)OCC(C)C)F)N1CCCC12CCOC2 N-[(6-amino-2-pyridyl)sulfonyl]-6-(3-fluoro-5-isobutoxy-phenyl)-2-(8-oxa-4-azaspiro[4.4]nonan-4-yl)pyridine-3-carboxamide